CN(CCC(CCCCCCCC\C=C/CCCCCCCC(=O)OC)CCCCCCC)C methyl (9Z)-19-[2-(dimethylamino)ethyl]hexacos-9-enoate